BrC=1C2(C3=CC=C(C=C3C1)C)CCC(CC2)=O 2'-bromo-5'-methyl-spiro[cyclohexane-1,1'-indene]-4-one